1-methylcycloheptadecanol CC1(CCCCCCCCCCCCCCCC1)O